3-[2,6-difluoro-3-[[isopropyl-(methyl)sulfamoyl]amino]benzoyl]-5-[4-(4-formyl-1-piperidyl)phenyl]-1H-pyrrolo[2,3-b]pyridine FC1=C(C(=O)C2=CNC3=NC=C(C=C32)C3=CC=C(C=C3)N3CCC(CC3)C=O)C(=CC=C1NS(N(C)C(C)C)(=O)=O)F